N-((2S,3S)-1-(2-hydroxy-2-methyl-propanoyl)-2-((2,3',5'-trifluorobiphenyl-3-yl)methyl)pyrrolidin-3-yl)cyclopropanesulfonamide OC(C(=O)N1[C@H]([C@H](CC1)NS(=O)(=O)C1CC1)CC=1C(=C(C=CC1)C1=CC(=CC(=C1)F)F)F)(C)C